Cl.Cl.COC=1C=C2C(=NC=NC2=CC1OCCCN1CCN(CC1)C)C1=CC=C(N)C=C1 4-(6-methoxy-7-(3-(4-methylpiperazin-1-yl)propoxy)quinazolin-4-yl)aniline dihydrochloride